(3-(2-fluorophenyl)pyrrolidin-1-yl)methanone FC1=C(C=CC=C1)C1CN(CC1)C=O